(R)-2-((6-(1,1-difluoroethyl)-2-methylpyridin-3-yl)sulfonyl)-6-(tetrahydrofuran-3-yl)-2,6-diazaspiro[3.3]heptane FC(C)(F)C1=CC=C(C(=N1)C)S(=O)(=O)N1CC2(C1)CN(C2)[C@H]2COCC2